C1(CCCC1)N1N=C(C2=CC=C(C=C12)COC1=CC=C(C=C1)[C@H](CC(=O)O)C)C1=CC(=C(C(=C1)F)CO)F (S)-3-(4-((1-cyclopentyl-3-(3,5-difluoro-4-(hydroxymethyl)phenyl)-1H-indazol-6-yl)methoxy)phenyl)butanoic acid